ethyl 6-hydroxy-2-azaspiro[3.4]octane-2-carboxylate OC1CC2(CN(C2)C(=O)OCC)CC1